methyl 4'-((tert-butoxycarbonyl)amino)-3-methyl-[1,1'-biphenyl]-4-carboxylate C(C)(C)(C)OC(=O)NC1=CC=C(C=C1)C1=CC(=C(C=C1)C(=O)OC)C